3-[1-(2,2-dimethylpropanoyl)-5-[(4-fluorophenyl)methoxy]-4-methoxy-1H-pyrazol-3-yl]azetidin-2-one CC(C(=O)N1N=C(C(=C1OCC1=CC=C(C=C1)F)OC)C1C(NC1)=O)(C)C